N-(cis-4-isopropylcyclohexyl)-3,5-bis-[cis-4-t-butylcyclohexylcarbonylamino]-benzamide C(C)(C)[C@H]1CC[C@H](CC1)NC(C1=CC(=CC(=C1)NC(=O)[C@@H]1CC[C@@H](CC1)C(C)(C)C)NC(=O)[C@@H]1CC[C@@H](CC1)C(C)(C)C)=O